(S)-1-(2-((6-((6-methoxy-2-(2-methoxyethyl)-1,2,3,4-tetrahydroisoquinolin-7-yl)amino)-1H-pyrazolo[3,4-d]pyrimidin-1-yl)methyl)pyrrolidin-1-yl)ethan-1-one hydrochloride Cl.COC=1C=C2CCN(CC2=CC1NC1=NC=C2C(=N1)N(N=C2)C[C@H]2N(CCC2)C(C)=O)CCOC